2-(3-methoxyphenoxy)pyrimidin-5-amine COC=1C=C(OC2=NC=C(C=N2)N)C=CC1